CC/C=C\C[C@@H](/C=C/C=C\C/C=C\C/C=C\CCCC(=O)O)O 15-hydroxy-5Z,8Z,11Z,13E,17Z-eicosapentaenoic acid